Sodium thiosulfite S(=S)([O-])[O-].[Na+].[Na+]